N-(isoxazol-3-ylmethyl)-5-(3-(piperidine-1-carbonyl)pyrazolo[1,5-a]Pyridin-7-yl)nicotinamide O1N=C(C=C1)CNC(C1=CN=CC(=C1)C1=CC=CC=2N1N=CC2C(=O)N2CCCCC2)=O